methyl N-((4-formamidophenyl)sulfonyl)-N-(pyridin-3-ylmethyl)-D-leucinate C(=O)NC1=CC=C(C=C1)S(=O)(=O)N([C@H](CC(C)C)C(=O)OC)CC=1C=NC=CC1